NC=1C=CC(=NC1)C(=O)N 5-aminopicolinamide